N1=CNC2=NC=CC(=C21)CN2C(N(C(C2(C)C)=O)C2=CC=C(C=C2)SC(F)(F)F)=O 1-((3H-imidazo[4,5-b]pyridin-7-yl)methyl)-5,5-dimethyl-3-(4-((trifluoromethyl)thio)phenyl)imidazolidine-2,4-dione